ClC=1C=C(C=C(C1)Cl)C1=NC2=CC=CC(=C2C=C1)CC(C)C 2-(3,5-Dichlorophenyl)-5-Isobutylquinoline